6,6-dimethyl-5,5a,6,12-tetrahydroindolo[2,1-b]quinazolin-12-one CC1(C2=CC=CC=C2N2C1NC1=CC=CC=C1C2=O)C